ClC1=CC(=C(C=C1)C1=NC(=CC=2N=C(N(C(C21)=O)C)C)N2C[C@@H](O[C@@H](C2)C)C2CC2)F 5-(4-chloro-2-fluorophenyl)-7-((2S,6R)-2-cyclopropyl-6-methyl-4-morpholinyl)-2,3-dimethylpyrido[4,3-d]pyrimidin-4(3H)-one